ClC1=NC=C2N(C(N(C2=N1)C12CC3(CC(CC(C1)C3)C2)O)=O)C 2-chloro-9-(3-hydroxyadamantan-1-yl)-7-methyl-7,9-dihydro-8H-purin-8-one